tert-Butyl 2-[(3-tert-butylphenyl)methylamino]acetate C(C)(C)(C)C=1C=C(C=CC1)CNCC(=O)OC(C)(C)C